N1=CC=CC2=CC(=CC=C12)NC(=O)NC1=CC=C(C=C1)CC1=NOC(=N1)C1=CC=C(C=C1)C(F)(F)F 1-(quinolin-6-yl)-3-[4-({5-[4-(trifluorometh-yl)phenyl]-1,2,4-oxadiazol-3-yl}meth-yl)phenyl]urea